N12CCN(C(CC1)CC2)C=2C=CC1=C(S(C3=C1C=CC=C3N)(=O)=O)C2 3-(1,4-diazabicyclo[3.2.2]nonan-4-yl)-6-amino-dibenzo[b,d]thiophene 5,5-dioxide